2-chloro-6-((5-cyclopropyl-1H-pyrazol-3-yl)amino)pyrimidine-4-carboxylic acid ClC1=NC(=CC(=N1)C(=O)O)NC1=NNC(=C1)C1CC1